ClC1=CC=C(C(=N1)C=1N=NN(N1)C1CN(C1)C)NC(C)C=1C=C(C=C2C(N(C=3N(C12)C=NC3C(=O)N(C)C)C)=O)C 9-(1-((6-Chloro-2-(2-(1-methylazetidin-3-yl)-2H-tetrazol-5-yl)pyridin-3-yl)amino)ethyl)-N,N,4,7-tetramethyl-5-oxo-4,5-dihydroimidazo[1,5-a]quinazoline-3-carboxamide